BrC1=C(C2=C(N(C(N(C2=O)C=2N=NC(=CC2)OC)=O)CC2=C(C=CC=C2F)F)S1)CN(C(OC(C)(C)C)=O)C t-butyl N-({6-bromo-1-[(2,6-difluorophenyl) methyl]-3-(6-methoxypyridazin-3-yl)-2,4-dioxothieno[2,3-d]pyrimidin-5-yl} methyl)-N-methylcarbamate